2-(4-(5-(3-((5-cyano-4-(4-fluorophenyl)thiazol-2-yl)(methyl)amino)-2-ethylimidazo[1,2-a]pyridin-6-yl)pyrimidin-2-yl)piperidin-1-yl)acetic acid C(#N)C1=C(N=C(S1)N(C1=C(N=C2N1C=C(C=C2)C=2C=NC(=NC2)C2CCN(CC2)CC(=O)O)CC)C)C2=CC=C(C=C2)F